Cl.FC(O[C@H]1[C@@H]2CC[C@H](C1)N2)(F)F |&1:4| (±)-(1S,4R)-2-(trifluoromethoxy)-7-azabicyclo[2.2.1]heptane hydrochloride